(3-(4-(5-(2,3-Dihydro-1H-inden-4-yl)-6-methoxy-1H-pyrazolo[4,3-b]pyridin-3-yl)-1H-pyrazol-1-yl)azetidine-1-carbonyl)cyclopropane-1-carbonitrile C1CCC2=C(C=CC=C12)C1=C(C=C2C(=N1)C(=NN2)C=2C=NN(C2)C2CN(C2)C(=O)C2(CC2)C#N)OC